4-(2-Chlorophenyl)-1-(((1R,2R)-2-hydroxycyclobutyl)amino)-6-(trifluoromethyl)-3H-pyrido[1,2-c]Pyrimidine-3-one ClC1=C(C=CC=C1)C1=C2N(C(=NC1=O)N[C@H]1[C@@H](CC1)O)C=CC(=C2)C(F)(F)F